ethyl 1-(cyclobutylmethyl)-4-oxo-6-((trimethylsilyl) ethynyl)-1,4-dihydroquinoline-3-carboxylate C1(CCC1)CN1C=C(C(C2=CC(=CC=C12)C#C[Si](C)(C)C)=O)C(=O)OCC